propynyltrifluoroethyl carbonate C(OC(C(F)(F)F)C#CC)([O-])=O